(S)-3-(4'-(4-Azidobutoxy)-2'-ethyl-[1,1'-biphenyl]-4-yl)-2-((tert-butoxycarbonyl)amino)propanoic Acid N(=[N+]=[N-])CCCCOC1=CC(=C(C=C1)C1=CC=C(C=C1)C[C@@H](C(=O)O)NC(=O)OC(C)(C)C)CC